4-[[3-cyano-4-(3-ethoxy-3-oxo-propyl)sulfanyl-pyrazolo[1,5-a]pyridin-6-yl]pyrazol-1-yl]piperidine-1-carboxylate C(#N)C=1C=NN2C1C(=CC(=C2)C2=NN(C=C2)C2CCN(CC2)C(=O)[O-])SCCC(=O)OCC